CC1=C(C=C(C=C1)NC(C1=CC(=NC=C1)C(F)(F)F)=O)C=1C=NC(=C(C1)N1CCOCC1)C#CCN1C(CCC1)=O N-(4-methyl-3-(5-morpholino-6-(3-(2-oxopyrrolidin-1-yl)prop-1-yn-1-yl)pyridin-3-yl)phenyl)-2-(trifluoromethyl)isonicotinamide